4-amino-5-fluoro-1-((2R,3S,4R,5R)-3-fluoro-4-hydroxy-5-(hydroxymethyl)-5-methoxytetrahydrofuran-2-yl)pyrimidin-2(1H)-one NC1=NC(N(C=C1F)[C@@H]1O[C@]([C@H]([C@@H]1F)O)(OC)CO)=O